1,1-difluoro-5-phenyl-1-(3-(trifluoromethyl)phenyl)pentane-3-sulfonylfluorine FC(CC(CCC1=CC=CC=C1)S(=O)(=O)F)(C1=CC(=CC=C1)C(F)(F)F)F